C(C)(C)(C)OC(=O)N1CCC2(CCC[C@H]2N[S@](=O)C(C)(C)C)CC1 (R)-1-(((R)-tert-butylsulfinyl)amino)-8-azaspiro[4.5]decane-8-carboxylic acid tert-butyl ester